FC1=C(C=CC=C1F)[N+](=O)[O-] 2,3-difluoro-nitro-benzene